3-[(2R)-4-(7-cyano-5-fluoro-2,3-dihydro-1H-indole-1-carbonyl)-2-ethylpiperazin-1-yl]-6-(2-ethoxyphenyl)-N-(1-methylazetidin-3-yl)pyridine-2-carboxamide C(#N)C=1C=C(C=C2CCN(C12)C(=O)N1C[C@H](N(CC1)C=1C(=NC(=CC1)C1=C(C=CC=C1)OCC)C(=O)NC1CN(C1)C)CC)F